dicyclohexyl-(3,5-dichloro-phenyl)phosphine sulphur [S].C1(CCCCC1)P(C1=CC(=CC(=C1)Cl)Cl)C1CCCCC1